Methyl 3-chloro-5-(((1-(cyanomethyl)cyclopropyl)methyl)amino)-4-nitrobenzoate Methyl-3-chloro-5-fluoro-4-nitrobenzoate COC(C1=CC(=C(C(=C1)F)[N+](=O)[O-])Cl)=O.ClC=1C=C(C(=O)OC)C=C(C1[N+](=O)[O-])NCC1(CC1)CC#N